CC=1N=CC2=C(N1)CCC2 2-methyl-6,7-dihydro-5H-cyclopenta[d]pyrimidine